N'-(2-ethyl-4-hydroxy-phenyl)-4-[(3-hydroxycyclohexyl)amino]-6-phenyl-pyrrolo[1,2-b]pyridazine-3-carboxamidine C(C)C1=C(C=CC(=C1)O)N=C(N)C1=C(C=2N(N=C1)C=C(C2)C2=CC=CC=C2)NC2CC(CCC2)O